1-((R)-6-amino-2-((R)-2-((R)-2-((R)-2-amino-3-phenylpropylamino)-4-methylpentylamino)hexanoyl)piperidin-4-yl)-N-methyl-2-phenylcyclopropanecarboxamide hydrochloride Cl.NC1CC(C[C@@H](N1)C([C@@H](CCCC)NC[C@@H](CC(C)C)NC[C@@H](CC1=CC=CC=C1)N)=O)C1(C(C1)C1=CC=CC=C1)C(=O)NC